(R)-2-(4-(3-((6-morpholinopyrimidin-4-yl)amino)piperidin-1-yl)-1H-pyrazol-1-yl)acetonitrile O1CCN(CC1)C1=CC(=NC=N1)N[C@H]1CN(CCC1)C=1C=NN(C1)CC#N